FC1(C2CC(CC(C1)N2)N(C2=CC=C1C(=N2)OCC=2C=C(C=CC21)C=2C=NNC2)C)F 6,6-difluoro-N-methyl-N-[8-(1H-pyrazol-4-yl)-6H-isochromeno[3,4-b]pyridin-3-yl]-8-azabicyclo[3.2.1]octan-3-amine